COC=1C=C(C=CC1)C1=NC=NO1 5-(3-methoxy-phenyl)-[1,2,4]oxadiazol